perfluoro-dimethyl-terephthalic acid FC=1C(=C(C(=C(C(=O)O)C1F)C(F)(F)F)C(F)(F)F)C(=O)O